C(C1=CC=CC=C1)OCC1=CC(=NN1C)C(=O)OC methyl 5-(benzyloxymethyl)-1-methyl-pyrazole-3-carboxylate